ClC1=CC(=C(C(=C1)C)C1=NC=2C(=NC=C(N2)N2CCC3C2CN(CC3)C(=O)OC(C)(C)C)N1C)OC tert-butyl 1-[2-(4-chloro-2-methoxy-6-methyl-phenyl)-1-methyl-imidazo[4,5-b]pyrazin-5-yl]-3,3a,4,5,7,7a-hexahydro-2H-pyrrolo[2,3-c]pyridine-6-carboxylate